CN(CCCC(=O)OC(C)C)C 2-((4-(dimethylamino)butanoyl)oxy)propane